(1s,3s)-adamantan C12CC3CC(CC(C1)C3)C2